2-Bromo-6-(2-fluorophenoxy)aniline BrC1=C(N)C(=CC=C1)OC1=C(C=CC=C1)F